[C@@H]1([C@H](O)[C@H](O)[C@H](O1)CO)N1C(=O)NC(=O)C=C1 1-β-D-Ribofuranosyluracil